1-(2-(4-fluorophenyl)propan-2-yl)-4-iodo-1H-pyrazole FC1=CC=C(C=C1)C(C)(C)N1N=CC(=C1)I